2-((6-((1-hydroxycyclohexyl)ethynyl)quinolin-4-yl)thio)propionic acid OC1(CCCCC1)C#CC=1C=C2C(=CC=NC2=CC1)SC(C(=O)O)C